5-[4-(5-methyl-2-piperidyl)phenyl]thiazole CC1CCC(NC1)C1=CC=C(C=C1)C1=CN=CS1